2-[(1E)-(2-cyanoprop-2-yl)diazepinyl]-2-methylpropanenitrile C(#N)C(C)(C)C=1C(=NNC=CC1)C(C#N)(C)C